(3aR,6aS)-5-[[6-(1,3-dimethylpyrazol-4-yl)pyridazin-3-yl]oxymethyl]-2-(tetrahydropyran-4-ylmethyl)-3,3a,4,5,6,6a-hexahydro-1H-cyclopenta[c]pyrrole CN1N=C(C(=C1)C1=CC=C(N=N1)OCC1C[C@@H]2[C@@H](CN(C2)CC2CCOCC2)C1)C